CC=1C(=C(C=CC1)[Si](C1=CC=CC=C1)(C1=CC=CC=C1)CCCCCCCCCCCCCCCCCC)C dimethyl-octadecyl-triphenyl-silicon